N-(1-(5-(4-(Trifluoromethyl)phenoxy)-2-naphthoyl)azetidin-3-yl)acetamide FC(C1=CC=C(OC2=C3C=CC(=CC3=CC=C2)C(=O)N2CC(C2)NC(C)=O)C=C1)(F)F